C(C)N1C(=NN(C1=O)C=1C=C2C(=NN(C(C2=CC1)=O)C1=CC(=CC=C1)F)C(C)C)CO 6-(4-ethyl-3-(hydroxymethyl)-5-oxo-4,5-dihydro-1H-1,2,4-triazol-1-yl)-2-(3-fluorophenyl)-4-isopropylphthalazin-1(2H)-one